N=C(CCCSCCC(=O)OCCCCCCCCCCCCCCCC)NCCCCCNC(CCCSCCC(=O)OCCCCCCCCCCCCCCCC)=N dihexadecyl 8,16-diimino-4,20-dithia-9,15-diazatricosanedioate